[4-(2-ethylbenzimidazol-1-yl)phenyl]boronic acid C(C)C1=NC2=C(N1C1=CC=C(C=C1)B(O)O)C=CC=C2